C(C)(C)(CC)O[Si](C)(C)C Tert-pentoxytrimethylsilane